4-(4-chlorophenyl)-6-(4-((2-fluoroethyl)sulfonyl)piperazin-1-yl)-2-(pyridin-3-yl)pyrimidine ClC1=CC=C(C=C1)C1=NC(=NC(=C1)N1CCN(CC1)S(=O)(=O)CCF)C=1C=NC=CC1